cis-4-Amino-1-[6-(3-cyano-5,6-difluoro-2-hydroxyphenyl)-3-(3-fluoro-5-methylphenyl)chinolin-4-yl]piperidin-3-carbonitril N[C@@H]1[C@@H](CN(CC1)C1=C(C=NC2=CC=C(C=C12)C1=C(C(=CC(=C1F)F)C#N)O)C1=CC(=CC(=C1)C)F)C#N